C(CC(O)(C(=O)O)CC(=O)O)(=O)O.CN1N=C(C=2N=C(NC(C21)=O)C=2C=C(C=CC2OCC)S(=O)(=O)N2C[C@H](N[C@H](C2)C)C)CCC 1-[3-(6,7-dihydro-1-methyl-7-oxo-3-propyl-1H-pyrazolo[4,3-d]pyrimidin-5-yl)-4-ethoxybenzenesulfonyl]-cis-3,5-dimethylpiperazine citrate